BrC1=C(O[C@@H]2CN(CCC2)C(=O)OC(C)(C)C)C(=CC(=C1)Cl)C Tert-Butyl (S)-3-(2-Bromo-4-Chloro-6-Methylphenoxy)Piperidine-1-Carboxylate